3,5-dichloro-4-hydroxy-N-(4-oxo-3-(3-(trifluoromethoxy)benzyl)-3,4-dihydroquinazolin-5-yl)benzamide ClC=1C=C(C(=O)NC2=C3C(N(C=NC3=CC=C2)CC2=CC(=CC=C2)OC(F)(F)F)=O)C=C(C1O)Cl